N-(4-((2-chloro-5-fluorophenyl)(hydroxy)methyl)-1H-imidazol-5-yl)-3-fluoro-5-(trifluoromethyl)benzamide ClC1=C(C=C(C=C1)F)C(C=1N=CNC1NC(C1=CC(=CC(=C1)C(F)(F)F)F)=O)O